3,5-dihydroxy-N-(naphthalen-1-yl)benzamide OC=1C=C(C(=O)NC2=CC=CC3=CC=CC=C23)C=C(C1)O